tert-butyl (R)-2-(acetoxymethyl)-4-(4-((4-chloro-5-(trifluoromethyl)pyrimidin-2-yl)amino)-3-ethylphenyl)piperazine-1-carboxylate C(C)(=O)OC[C@@H]1N(CCN(C1)C1=CC(=C(C=C1)NC1=NC=C(C(=N1)Cl)C(F)(F)F)CC)C(=O)OC(C)(C)C